(S)-(2-((1-(5-(2-(Diisopropylcarbamoyl)-4-fluorophenoxy)pyrimidin-4-yl)pyrrolidin-3-yl)methyl)-2-azaspiro[3.5]nonan-7-yl)benzyl carbamate C(N)(O[C@H](C1=CC=CC=C1)C1CCC2(CN(C2)CC2CN(CC2)C2=NC=NC=C2OC2=C(C=C(C=C2)F)C(N(C(C)C)C(C)C)=O)CC1)=O